di(triacontanoyl) peroxide C(CCCCCCCCCCCCCCCCCCCCCCCCCCCCC)(=O)OOC(CCCCCCCCCCCCCCCCCCCCCCCCCCCCC)=O